acryloylethyl-succinic acid C(C=C)(=O)C(C(=O)O)(CC(=O)O)CC